tert-Butyl azetin-3-ylcarbamate N1=CC(C1)NC(OC(C)(C)C)=O